6-fluoro-7-methoxyquinazoline-2,4-diol FC=1C=C2C(=NC(=NC2=CC1OC)O)O